BrC=1C(C(=CN(C1C)C(C)C)C(=O)N)=O 5-bromo-1-isopropyl-6-methyl-4-oxo-1,4-dihydropyridine-3-carboxamide